4-((S)-1-(((R)-((S)-2,3-dihydro-1H-pyrido[2,3-b][1,4]oxazin-3-yl)(phenyl)methyl)amino)propan-2-yl)benzonitrile N1C2=C(O[C@@H](C1)[C@@H](C1=CC=CC=C1)NC[C@@H](C)C1=CC=C(C#N)C=C1)N=CC=C2